(S)-4-amino-N-methyl-N-(6-(3-(trifluoromethyl)bicyclo[1.1.1]pentan-1-yl)-2,3-dihydrobenzofuran-3-yl)imidazo[1,5-a]pyrido[3,4-e]pyrazine-8-carboxamide NC=1C=2N(C3=C(N1)C=NC(=C3)C(=O)N([C@@H]3COC1=C3C=CC(=C1)C13CC(C1)(C3)C(F)(F)F)C)C=NC2